CC(CC(C)O)(C)OOC(C)(C)CC 4-methyl-4-(tert-amyl-peroxy)-2-pentanol